1,7-dimethoxy-4-heptanone COCCCC(CCCOC)=O